COC([C@@H](NC([C@H]1N(CCC1)C(CCN)=O)=O)CS)=O beta-alanyl-prolyl-cysteine methyl ester